CC(C(CCCCC)C)C=1C=C(C=C(C1)O)O 5-(1,2-dimethylheptyl)-1,3-benzenediol